4-Biphenylmethacrylate C1(=CC=C(C=C1)CC(C(=O)[O-])=C)C1=CC=CC=C1